C12(CCC(C=C1)C2)OC(C(C)C)=O Bicyclo[2.2.1]hept-5-enyl-2-methylpropionate